ClC=1C=CC2=C(C(=NC3(CC3)C=3N2C=NC3C(=O)O)C3=C(C=CC=C3)F)C1 8-chloro-6-(2-fluorophenyl)spiro[benzo[f]imidazo[1,5-a][1,4]diazepine-4,1'-cyclopropane]-3-carboxylic acid